CN1[C@@H]2CN([C@H](C1)C2)C2=NC=CC(=N2)NC2=CC1=C(C=N2)SC(=N1)C=1C=C(C=NC1)C(C)(C)O 2-{5-[6-({2-[(1S,4S)-5-Methyl-2,5-diazabicyclo[2.2.1]heptan-2-yl]pyrimidin-4-yl}amino)-[1,3]thiazolo[5,4-c]pyridin-2-yl]pyridin-3-yl}propan-2-ol